ClCC1=CC=C(C=C1)F chloromethyl-4-fluoro-benzene